ICCC=COF perfluoro iodoethyl-vinyl ether